2-((2,3-dihydroimidazo[1,2-c]quinazolin-9-yl)oxy)-3,5,6-trifluorobenzonitrile N=1CCN2C=NC=3C=CC(=CC3C21)OC2=C(C#N)C(=C(C=C2F)F)F